N1N=CC=C1C1=NOC(=N1)C=1C=C2C(CC(OC2=CC1)(CC)CC)=O 6-(3-(1H-pyrazol-5-yl)-1,2,4-oxadiazol-5-yl)-2,2-diethylchroman-4-one